5,5'-(1,4-phenylene)bis[1-(trimethoxysilyl)methyl-1,2,3,4-tetrazole] C1(=CC=C(C=C1)C1=NN=NN1C[Si](OC)(OC)OC)C1=NN=NN1C[Si](OC)(OC)OC